4-[2-(3-amino-1-piperidinyl)-4-(4-fluorophenyl)cyclopentyloxy]-2-fluoro-benzonitrile NC1CN(CCC1)C1C(CC(C1)C1=CC=C(C=C1)F)OC1=CC(=C(C#N)C=C1)F